tert-Butyl 3-(2-(2-(3-aminopropoxy)ethoxy)ethoxy)propylcarbamate NCCCOCCOCCOCCCNC(OC(C)(C)C)=O